FC1=CC(=C(C=C1)O)C(C1=CC=CC=C1)C 4-fluoro-2-(alpha-methylbenzyl)phenol